Ethylenediamine N,N'-disuccinate C1(CCC(=O)ON(CCN2OC(CCC(=O)O2)=O)O1)=O